2-Chloro-7-(4-formylphenyl)-4-phenyl-7H-pyrrolo[2,3-d]pyrimidine ClC=1N=C(C2=C(N1)N(C=C2)C2=CC=C(C=C2)C=O)C2=CC=CC=C2